C(C)OCCOCCOC1=NC=CC(=C1)N1C(C(=CC=C1C)C(=O)O)=O 2'-(2-(2-ethoxyethoxy)ethoxy)-6-methyl-2-oxo-2H-[1,4'-bipyridine]-3-carboxylic acid